COC(C1=NC=CC=C1C)=O 3-methyl-picolinic acid methyl ester